ClC=1SC=C(C1N1C(N(C2=NC(=NC=C2C1)NC1=C(C=C(C=C1)C1CCN(CC1)C)OC)C1=NC=C(C=C1)OC)=O)C(F)F 3-(2-chloro-4-(difluoromethyl)thiophen-3-yl)-7-((2-methoxy-4-(1-methylpiperidin-4-yl)phenyl)amino)-1-(5-methoxypyridin-2-yl)-3,4-dihydropyrimido[4,5-d]pyrimidin-2(1H)-one